N-(5-(1-(6-amino-5-cyanopyrimidin-4-yl)piperidin-3-yl)-2-(trifluoromethoxy)phenyl)cyclohexanecarboxamide NC1=C(C(=NC=N1)N1CC(CCC1)C=1C=CC(=C(C1)NC(=O)C1CCCCC1)OC(F)(F)F)C#N